C1(=CC=C(C=C1)NC1=CC=C(C=C1)C1=CC(=CC=C1)C1=CC=CC2=CC=CC=C12)C1=CC=CC=C1 N-[1,1'-biphenyl]-4-yl-3'-(1-naphthyl)[1,1'-biphenyl]-4-amine